3-(2-iodoethyl)-5-methyl-4H-1,2,4-triazole ICCC1=NN=C(N1)C